N2,N2-bis(carboxymethyl)lysine C(=O)(O)CN([C@@H](CCCCN)C(=O)O)CC(=O)O